4-(quinoxaline-2-oxy)benzoic acid N1=C(C=NC2=CC=CC=C12)OC1=CC=C(C(=O)O)C=C1